4-((11-cyclopentyl-5-methyl-6-oxo-6,11-dihydro-5H-benzo[e]pyrimido[5,4-b][1,4]diazepin-2-yl)amino)benzoic acid C1(CCCC1)N1C2=C(N(C(C3=C1C=CC=C3)=O)C)C=NC(=N2)NC2=CC=C(C(=O)O)C=C2